N-(3-(2-((1,5-dimethyl-1H-pyrazol-3-yl)amino)-5-methylpyrimidin-4-yl)-1H-indol-7-yl)-2-(4-morpholinopiperidin-1-yl)acetamide CN1N=C(C=C1C)NC1=NC=C(C(=N1)C1=CNC2=C(C=CC=C12)NC(CN1CCC(CC1)N1CCOCC1)=O)C